N[C@@H](CO)[C@@H](CCCCCCCCCCCC)O (2S,3R)-2-aminopentadecane-1,3-diol